ethyl 2-cyclopropyl-4-(cyclopropylmethyl)-4H-pyrrolo[2,3-d]thiazole-5-carboxylate C1(CC1)C=1SC2=C(N1)N(C(=C2)C(=O)OCC)CC2CC2